CO[C@H]1[C@@H](CC1)NC(=O)C=1C=NN2C1N=C(C=C2NC)NC2=CC=C1COCC3(N1C2=O)COCC3 N-((1R,2R)-2-methoxycyclobutyl)-7-(methylamino)-5-((6'-oxo-1',4,5,6'-tetrahydro-2H,3'H-spiro[furan-3,4'-pyrido[2,1-c][1,4]oxazin]-7'-yl)amino)pyrazolo[1,5-a]pyrimidine-3-carboxamide